(S)-2-((4-chloro-2-fluorobenzyl)oxy)-7-((6-(2-methoxypyridin-4-yl)-3-(oxetan-2-ylmethyl)-3H-imidazo[4,5-c]pyridin-2-yl)methyl)-3-(trifluoromethyl)-5,6,7,8-tetrahydro-1,7-naphthyridine ClC1=CC(=C(COC2=NC=3CN(CCC3C=C2C(F)(F)F)CC2=NC3=C(C=NC(=C3)C3=CC(=NC=C3)OC)N2C[C@H]2OCC2)C=C1)F